3-(((3-chloro-5-(trifluoromethyl)pyridin-2-yl)oxy)methyl)benzoic acid ClC=1C(=NC=C(C1)C(F)(F)F)OCC=1C=C(C(=O)O)C=CC1